C1(CC1)C1=CC(=C(C2=C1N(N=N2)C)C)[C@H](CC(=O)O)C=2C=C1CCCC1=C(C2)CN2C[C@H](OC1=C([C@@H]2C)N=CC=C1)CC (3R)-3-(7-Cyclopropyl-1,4-dimethyl-1H-benzotriazol-5-yl)-3-(7-{[(2R,5S)-2-ethyl-5-methyl-2,3-dihydropyrido[2,3-f][1,4]oxazepin-4(5H)-yl]methyl}-2,3-dihydro-1H-inden-5-yl)propanoic acid